N-Acetyl-Laurolactam C(C)(=O)N1C(CCCCCCCCCCC1)=O